FC=1C=C(CN2C3=C(OCC2=O)C=CC(=C3)C(=O)NO)C=CC1OC 4-(3-fluoro-4-methoxybenzyl)-N-hydroxy-3-oxo-3,4-dihydro-2H-benzo[b][1,4]oxazine-6-carboxamide